2-[(12aR)-10-chloro-7-(1H-pyrazol-1-yl)-1,2,3,4,12,12a-hexahydro-6H-pyrazino[2,1-c][1,4]benzooxazepin-9-yl]-3-fluorophenol ClC1=C(C=C(C=2CN3[C@@H](COC21)CNCC3)N3N=CC=C3)C3=C(C=CC=C3F)O